N-(decyloxy-2-hydroxypropyl)-ethyldihydroxyethyl-ammonium formate C(=O)[O-].C(CCCCCCCCC)OCC(C[NH+](CC(O)O)CC)O